C(C1=CC=CC=C1)OC1=NC(=CC=C1C1=CC(=C(C=C1)Br)C)OCC1=CC=CC=C1 2,6-Dibenzyloxy-3-(4-bromo-3-methyl-phenyl)pyridine